OC1=CC(N(C(N1C)=O)C)=O 6-hydroxy-1,3-dimethyl-uracil